O=C1C=CN=C2N1C(CC2)C(=O)N 4-oxo-4,6,7,8-tetrahydropyrrolo[1,2-a]pyrimidine-6-carboxamide